tert-butyl (2R)-6-(benzyloxy)-5-[(2-tert-butoxy-2-oxoethyl)amino]-4-fluoro-2-({[tri(propan-2-yl)silyl]oxy}methyl)-2,3-dihydro-1H-indole-1-carboxylate C(C1=CC=CC=C1)OC1=C(C(=C2C[C@@H](N(C2=C1)C(=O)OC(C)(C)C)CO[Si](C(C)C)(C(C)C)C(C)C)F)NCC(=O)OC(C)(C)C